1-[2-cyano-4-(trifluoromethyl)phenyl]-N-[(3S)-1,3-dimethylpyrrolidin-3-yl]-4-[6-(1-methyl-1H-pyrrol-2-yl)pyridin-3-yl]piperidine-4-carboxamide C(#N)C1=C(C=CC(=C1)C(F)(F)F)N1CCC(CC1)(C(=O)N[C@@]1(CN(CC1)C)C)C=1C=NC(=CC1)C=1N(C=CC1)C